[(2-chlorophenyl)-diphenylmethyl] (2S)-6-amino-2-(benzyloxycarbonylamino)hexanoate NCCCC[C@@H](C(=O)OC(C1=CC=CC=C1)(C1=CC=CC=C1)C1=C(C=CC=C1)Cl)NC(=O)OCC1=CC=CC=C1